[C@H]12CC(C[C@H](CC1)O2)NC=2N=NC(=C1C2C=NC=C1)C1=C(C=C(C=C1)Cl)O 2-(4-(((1R,3r,5S)-8-oxabicyclo[3.2.1]octan-3-yl)amino)pyrido[3,4-d]pyridazin-1-yl)-5-chlorophenol